OC(COC1=CC(=C(C=C1)N1NC(=C(C(=N1)C1=C(C=C(C=C1)C)C)C1=C(C=CC=C1)O)C1=C(C=C(C=C1)C)C)O)COCCCCCCCCCCCCC 2-[4-[(2-Hydroxy-3-tridecyloxypropyl)oxy]-2-hydroxyphenyl]-4,6-bis(2,4-dimethylphenyl)Mono(hydroxyphenyl)triazine